(2-(iodomethyl)phenyl)methanone (E)-tert-butyl-3-fluoro-4-hydroxybut-2-enylcarbamate C(C)(C)(C)OC(NC\C=C(/CO)\F)=O.ICC1=C(C=CC=C1)C=O